CC1=CC(=NC(=C1)O)O 4-methyl-2,6-dihydroxypyridine